COC(C=CC=CC=CCCCCCCCCCCCCC)=O Eicosatrienoic Acid Methyl Ester